[Cl-].C(CCCCCCCCCCCCCCCCC)[N+](CCCCCC[Si](OCC)(OCC)OCC)(C)C octadecyl-dimethyl-(6-triethoxysilylhexyl)ammonium chloride